2-methyl-6-(trifluoromethyl)isonicotinic acid CC=1C=C(C(=O)O)C=C(N1)C(F)(F)F